FC(C=1N=C2N(C=CC(=C2C2=C(C=C(C=C2O)CCC)O)C)C1)(F)F 2-(2-Trifluoromethyl-7-methylimidazo[1,2-a]pyridin-8-yl)-5-propylbenzene-1,3-diol